ClC1=C(OC2=CC=C(C=C2)S(=O)(=O)N(CC(C)C)C2=CC(=C(C(=O)O)C=C2)O)C=CC(=C1)Cl 4-(4-(2,4-dichlorophenoxy)-N-isobutylphenylsulfonamido)-2-hydroxybenzoic acid